methyl 5-((4-(2-(2,6-dioxopiperidin-3-yl)-1-oxoisoindolin-5-yl) piperidin-1-yl) methyl)furan-2-carboxylate O=C1NC(CCC1N1C(C2=CC=C(C=C2C1)C1CCN(CC1)CC1=CC=C(O1)C(=O)OC)=O)=O